FC1(CC(C(NC1)=O)CC=1C(=CC=2N(N1)C=C(N2)[C@@H](NC(=O)C2=CC=NN2CC)C2CCC(CC2)(F)F)C)F N-((1S)-(6-((5,5-difluoro-2-oxopiperidin-3-yl)methyl)-7-methylimidazo[1,2-b]pyridazin-2-yl)(4,4-difluorocyclohexyl)methyl)-1-ethyl-1H-pyrazole-5-carboxamide